(1R,3R)-1-[2,6-difluoro-4-(1-propylazetidin-3-yl)oxy-phenyl]-2-(2-fluoro-2-methyl-propyl)-3-methyl-1,3,4,9-tetrahydropyrido[3,4-b]indole FC1=C(C(=CC(=C1)OC1CN(C1)CCC)F)[C@H]1N([C@@H](CC2=C1NC1=CC=CC=C21)C)CC(C)(C)F